butyl-N-[2-(3,5-dichloro-4-hydroxyphenyl)-3,5-dioxo-4H-1,2,4-triazin-6-yl]-carbamate C(CCC)OC(NC=1C(NC(N(N1)C1=CC(=C(C(=C1)Cl)O)Cl)=O)=O)=O